2'-((5-(2,6-diazaspiro[3.5]nonane-2-carbonyl)-1H-indazol-3-yl)ethynyl)-N-methyl-[1,1'-biphenyl]-3-carboxamide C1N(CC12CNCCC2)C(=O)C=2C=C1C(=NNC1=CC2)C#CC2=C(C=CC=C2)C2=CC(=CC=C2)C(=O)NC